3-(chloromethyl)-1,2,4-thiadiazole-5-amine ClCC1=NSC(=N1)N